S1C=NC2=C1C=CC=C2C2=CC=C(C=C2)NC(=O)NCC2=CN=CO2 1-(4-Benzothiazol-4-yl-phenyl)-3-oxazol-5-ylmethyl-urea